7-methyl-3-{2-[(piperidin-3-yl)amino]-5-(trifluoromethyl)pyrimidin-4-yl}-1H,6H,7H,8H-pyrrolo[2,3-c]azepin-8-one CN1C(C2=C(C=CC1)C(=CN2)C2=NC(=NC=C2C(F)(F)F)NC2CNCCC2)=O